NC=1N=CC2=C(N1)N(C=C2)C2=CC(=NC=C2)C#CC(C(=O)N2CCCC2)(C)O 4-(4-(2-amino-7H-pyrrolo[2,3-d]pyrimidin-7-yl)pyridin-2-yl)-2-hydroxy-2-methyl-1-(pyrrolidin-1-yl)but-3-yn-1-one